N1C=C(C2=CC=CC=C12)C[C@@H](C(=O)N[C@H](C(=O)OC(C)C)CCC(C=[N+]=[N-])=O)S(=O)C isopropyl (2S)-2-((2S)-3-(1H-indol-3-yl)-2-(methylsulfinyl) propanamido)-6-diazo-5-oxohexanoate